C(CCCCCCCC=CCC=CCCCCC)(=O)OC1=CC=C(C=C1)\C=C\C1=CC(=CC(=C1)O[Si](C(C)C)(C(C)C)C(C)C)O[Si](C(C)C)(C(C)C)C(C)C 4-((E)-3,5-bis((triisopropylsilyl)oxy)styryl)phenyl octadeca-9,12-dienoate